tri-tertiary butyl-p-phenylphenol C(C)(C)(C)C=1C(=C(C(=C(C1)O)C(C)(C)C)C(C)(C)C)C1=CC=CC=C1